FC1=C(C=C(C=C1)F)C1=CC2=C(OCCN2C2=CC(=NC=C2)N)C=N1 4-[7-(2,5-Difluorophenyl)-1H,2H,3H-pyrido[3,4-b][1,4]oxazin-1-yl]pyridin-2-amine